[C@H]12[C@@H]3C(OC([C@@H]3[C@H](C=C1)C2)=O)=O (1R,2S,6R,7S)-4-oxatricyclo[5.2.1.02,6]dec-8-ene-3,5-dione